O=C1NC(CCC1N1C(N(C2=C1C=CC=C2C2CCC2)C)=O)=O [3-[1-(2,6-dioxo-3-piperidyl)-3-methyl-2-oxo-benzimidazol-4-yl]]Cyclobutane